The molecule is an anionic phospholipid obtained by deprotonation of the carboxy and phosphate groups of N-hexadecanoyl-O-(1-octadecanoyl-sn-glycero-3-phospho)-L-serine; major species at pH 7.3. It is a conjugate base of a N-hexadecanoyl-O-(1-octadecanoyl-sn-glycero-3-phospho)-L-serine. CCCCCCCCCCCCCCCCCC(=O)OC[C@H](COP(=O)([O-])OC[C@@H](C(=O)[O-])NC(=O)CCCCCCCCCCCCCCC)O